(E)-3-(3-chloro-5,7-difluoro-1H-indazol-6-yl)-N-(5-fluoro-2,4-dimethylpyridin-3-yl)acrylamide ClC1=NNC2=C(C(=C(C=C12)F)/C=C/C(=O)NC=1C(=NC=C(C1C)F)C)F